phenyl-4-(4-diethylaminophenyl)-4-(4-methoxyphenyl)-6-methyl-7-dimethylamino-3,1-benzoxazine C1(=CC=CC=C1)C1=NC2=C(C(O1)(C1=CC=C(C=C1)OC)C1=CC=C(C=C1)N(CC)CC)C=C(C(=C2)N(C)C)C